CC1=NNC(=C1C1=C(C=C(C=N1)N)F)C 6-(3,5-dimethyl-1H-pyrazol-4-yl)-5-fluoropyridin-3-amine